COC1=C(C(=CC(=C1)OCC1=C(C(=CC=C1)C1=CC=CC=C1)C)OC)CN1[C@@H](C=CC=C1)C(=O)O (2S)-1-[[2,6-dimethoxy-4-[(2-methyl-3-phenylphenyl)methoxy]phenyl]methyl]pyridine-2-carboxylic acid